N-(6-(oxetan-3-yl)isoquinolin-3-yl)piperidine-4-carboxamide O1CC(C1)C=1C=C2C=C(N=CC2=CC1)NC(=O)C1CCNCC1